COCCCN1C[C@@H](N(CCC1)C(=O)OC(C)(C)C)C tert-butyl (2S)-4-(3-methoxypropyl)-2-methyl-1,4-diazepane-1-carboxylate